OCCCC=1C=C(C=CC1)C1NC2=C(NC(C1)=O)C=C(C(=C2)C)C(F)(F)F 4-(3-(3-Hydroxypropyl)phenyl)-7-methyl-8-(trifluoromethyl)-4,5-dihydro-1H-benzo[b][1,4]diazepin-2(3H)-one